BrC1=CC=C(C=C1)N1CC2(CN(C2)C(=O)OC(C)(C)C)C(C1=O)NC1=CC(=CC=C1)OC tert-butyl 6-(4-bromophenyl)-8-((3-methoxyphenyl) amino)-7-oxo-2,6-diazaspiro[3.4]octane-2-carboxylate